(R)-N-[2-(2-methyl-7,8-dihydro-6H-indeno[5,4-d][1,3]oxazol-8-yl)ethyl]propanamide CC=1OC2=C(N1)C=CC=1CC[C@@H](C12)CCNC(CC)=O